NC1=NC2=C(C=3N1N=C(N3)C=3OC=CC3)SC(N2CCN2CCN(CC2)C2=C(C=C(C(=O)NCCN(C)C)C=C2)F)=O 4-(4-(2-(5-amino-8-(furan-2-yl)-2-oxothiazolo[5,4-e][1,2,4]triazolo[1,5-c]pyrimidin-3(2H)-yl)ethyl)piperazin-1-yl)-N-(2-(dimethylamino)ethyl)-3-fluorobenzamide